5-(1-{4-[3-(5-tert-butyl-isoxazol-3-yl)-ureido]-phenyl}-1H-benzimidazole-5-yloxy)-pentanoic acid C(C)(C)(C)C1=CC(=NO1)NC(NC1=CC=C(C=C1)N1C=NC2=C1C=CC(=C2)OCCCCC(=O)O)=O